11-(2,3-difluoro-4-tetrahydropyran-4-yl-phenoxy)undecylphosphonic acid FC1=C(OCCCCCCCCCCCP(O)(O)=O)C=CC(=C1F)C1CCOCC1